FC(CN1C(C=2NN=C(C2C1C1=CC=C(C=C1)OC1=CC(=C(C=C1)OC(F)(F)F)C)C1=CC=CC=2NC(OC21)=O)=O)(C)F (-)-7-[5-(2,2-difluoropropyl)-4-{4-[3-methyl-4-(trifluoromethoxy)phenoxy]phenyl}-6-oxo-1,4,5,6-tetrahydropyrrolo[3,4-c]pyrazol-3-yl]-1,3-benzoxazol-2(3H)-one